CC1=C(C=C(C(=C1)C)C)CCC(C)O 4-(2,4,5-Trimethylphenyl)-2-butanol